5-benzamido-2-bromo-1H-imidazole-4-carboxamide C(C1=CC=CC=C1)(=O)NC1=C(N=C(N1)Br)C(=O)N